N1=CC(=CC=C1)C([2H])[2H] pyridin-3-ylmethan-d2